triethylcaproic acid C(C)C(CCCCC(=O)O)(CC)CC